1-hydroxyl-pyrrolidine-2,5-dione ON1C(CCC1=O)=O